(E)-3-cyclopropyl-1-(pyridin-4-yl)-2-propen-1-one C1(CC1)/C=C/C(=O)C1=CC=NC=C1